O1CCN(CC1)C(C[C@H](C(N[C@@H](CCC1=CC=CC=C1)B1OC(C(O1)(C)C)(C)C)=O)NC(OC(C)(C)C)=O)=O tert-butyl ((R)-4-morpholino-1,4-dioxo-1-(((R)-3-phenyl-1-(4,4,5,5-tetramethyl-1,3,2-dioxaborolan-2-yl)propyl)amino) butan-2-yl)carbamate